C12CN(CC(CC1)C2)C=2C1=C(N=C(N2)OCCN2CCCCC2)C(=C(N=C1)C1=CC(=CC2=CC=CC(=C12)CC)OCOC)F 4-(3-azabicyclo[3.2.1]octan-3-yl)-7-[8-ethyl-3-(methoxymethoxy)-1-naphthyl]-8-fluoro-2-[2-(1-piperidyl)ethoxy]pyrido[4,3-d]pyrimidine